chloromethylene-N,N-dimethylammonium chloride [Cl-].ClC=[N+](C)C